C(=C)(C)[C@H]1C=C[C@](CC1)(O)C (1S,4R)-4-isopropenyl-1-methyl-cyclohex-2-en-1-ol